C(=O)(OCC1=CC=CC=C1)NCCCC[C@H](N)C(=O)O N6-Carbobenzyloxy-L-lysine